(S)-2-amino-N-(4-(7-ethyl-7-hydroxy-8,11-dioxo-7,8,11,13-tetrahydro-10H-[1,3]-dioxolano[4,5-g]pyrano[3',4':6,7]indolizino[1,2-B]quinolin-14-yl)phenyl)acetamide NCC(=O)NC1=CC=C(C=C1)C1=C2C(=NC=3C=C4C(=CC13)OCO4)C4=CC1=C(C(N4C2)=O)COC([C@]1(O)CC)=O